COC(=O)C1C(C(C(C1)NC(=O)OC(C)(C)C)[C@H](C(CC)CC)NC(C)=O)O 3-((S)-1-acetamido-2-ethylbutyl)-4-(tert-butoxycarbonylamino)-2-hydroxycyclopentanic acid (1S,2S,3r,4r)-methyl ester